FC=1C=C(C=C(C1)F)C(CCCO)NC(=O)C1(CN(C1)C(=O)OC(C)(C)C)O tert-Butyl 3-((1-(3,5-difluorophenyl)-4-hydroxybutyl)carbamoyl)-3-hydroxyazetidine-1-carboxylate